BrC1=C(C=C(OC2=CC(=C(C#N)C(=C2)Cl)Cl)C=C1)CO 4-(4-bromo-3-(hydroxymethyl)phenoxy)-2,6-dichlorobenzonitrile